ClC1=C(N=C(S1)C=1N=NN(C1)[C@@H]1[C@H]([C@@H](SC=2C(=NC=C(C2)Br)C#N)O[C@@H]([C@@H]1O)CO)OC)C 5-Bromo-2-cyanopyridin-3-yl 3-[4-(5-chloro-4-methylthiazol-2-yl)-1H-1,2,3-triazol-1-yl]-3-deoxy-2-O-methyl-1-thio-α-D-galactopyranoside